2-methyl-N-(4-(N-(4-(4-methylpiperazine-1-carbonyl)cyclohexyl)sulfamoyl)naphthalen-1-yl)benzamide CC1=C(C(=O)NC2=CC=C(C3=CC=CC=C23)S(NC2CCC(CC2)C(=O)N2CCN(CC2)C)(=O)=O)C=CC=C1